6,6'-dichloro-4,5'-diaminobiphenyl ClC1=CC(=CC=C1C1=CC=CC(=C1Cl)N)N